FC=1C=C2C=CNC2=C(C1F)F 5,6,7-trifluoro-1H-indol